C(CCCCCCC)(=O)N[C@@H]([C@@H](C)CC)C(=O)O N-octanoyl-isoleucine